NCC[Si](OCC)(OCC)C (2-aminoethyl)(methyl)(diethoxy)silane